C(C)(C)NC(=O)C1=CC=C2C(=CN3C(C2=C1)=NN=C3)C3=CC=C(C=C3)C(F)(F)F N-Isopropyl-6-(4-(trifluoromethyl)phenyl)-[1,2,4]triazolo[3,4-a]isoquinoline-9-carboxamide